C(CCC)C1=NC2=C(N1C=1C=C(SC1)C(=O)N)C=CC=C2 4-(2-butyl-1H-benzo[d]imidazol-1-yl)thiophene-2-carboxamide